OC=1C(=C(C=C(C1)CCCCC)[O-])[C@@H]1C=C(CC[C@H]1C(=C)C)C 3-hydroxy-2-[(1R,6R)-6-isopropenyl-3-methylcyclohex-2-enyl]-5-pentylphenolate